P1=CC=C1 phosphoRET